((1S,6R,7S)-3-(7-(8-fluoroquinolin-5-yl)-5H-pyrrolo[2,3-b]pyrazin-3-yl)-7-(4-methylthiazol-2-yl)-3-azabicyclo[4.1.0]heptan-7-yl)methanamine FC=1C=CC(=C2C=CC=NC12)C1=CNC2=NC(=CN=C21)N2C[C@@H]1[C@]([C@@H]1CC2)(C=2SC=C(N2)C)CN